C(C)(C)(C)C1=C(C=CC=C1)C1CCNCC1 4-(2-(tert-butyl)phenyl)piperidine